5-(2-((2-oxaspiro[3.5]nonan-7-yl)amino)-6-fluoro-4-methoxypyrrolo[2,1-f][1,2,4]triazin-5-yl)-N-isopropylpyrazolo[1,5-a]pyridine-3-carboxamide C1OCC12CCC(CC2)NC2=NN1C(C(=N2)OC)=C(C(=C1)F)C1=CC=2N(C=C1)N=CC2C(=O)NC(C)C